2-(2,6-dioxopiperidin-3-yl)-4-(4-((3-phenylazetidin-1-yl)methyl)benzylamino)isoindoline-1,3-dione O=C1NC(CCC1N1C(C2=CC=CC(=C2C1=O)NCC1=CC=C(C=C1)CN1CC(C1)C1=CC=CC=C1)=O)=O